(S)-2-Amino-3-(4-(4-((5-chloro-3-fluoropyridin-2-yl)oxy)phenyl)-1H-pyrazol-1-yl)propan-1-ol N[C@H](CO)CN1N=CC(=C1)C1=CC=C(C=C1)OC1=NC=C(C=C1F)Cl